bromo-5-chloro-1-methyl-1H-pyrazolo[4,3-B]pyridin-3-amine BrC=1C=C2C(=NC1Cl)C(=NN2C)N